CS(=O)(=O)CCN1N=NC(=C1)CN1CCC2(CC1)OC(C1=CC=C(C=C12)C(F)(F)F)C(=O)N 1'-[[1-(2-methylsulfonylethyl)triazol-4-yl]methyl]-5-(trifluoromethyl)spiro[1H-isobenzofuran-3,4'-piperidine]-1-carboxamide